ethyl 2-(5-(4-methylpiperazin-1-yl-2,2,6,6-d4)-1H-benzo[d]imidazol-2-yl)acetate CN1CC(N(C(C1)([2H])[2H])C1=CC2=C(NC(=N2)CC(=O)OCC)C=C1)([2H])[2H]